NCCONC(=O)[C@H]1N2C(N([C@H](CC1)C2)OS(=O)(=O)OCC(C(=O)[O-])(C)C)=O (((((1R,2S,5R)-2-((2-aminoethoxy) carbamoyl)-7-oxo-1,6-diazabicyclo[3.2.1]oct-6-yl) oxy) sulfonyl) oxy)-2,2-dimethylpropionate